Para-hydroxyphenoxyacetic acid OC1=CC=C(OCC(=O)O)C=C1